benzyl (3R,5S)-3,5-dimethylpiperazine-1-carboxylate C[C@@H]1CN(C[C@@H](N1)C)C(=O)OCC1=CC=CC=C1